CCCCCC L-1-methylpentane